C1(CCCCC1)C(C(=O)NC1CCCCC1)N1C(=NC2=C1C=CC=C2)C2=C(C=C(C=C2)OC)C 2,N-dicyclohexyl-2-[2-(4-methoxy-2-methyl-phenyl)-benzimidazol-1-yl]-acetamide